ClC1=C2N=C(N(C2=NC(=N1)C)C12CC(C1)(C2)F)C2=C(C=CC=C2)Cl 6-chloro-8-(2-chlorophenyl)-9-{3-fluoro-bicyclo[1.1.1]pent-1-yl}-2-methylpurine